N1=CC=C(C=C1)C=1N=C(C2=C(N1)C=NC=C2OS(=O)(=O)C2=C(C=C(C=C2C(C)C)C(C)C)C(C)C)N2CCC1(CCN(C1)C(=O)OC(C)(C)C)CC2 tert-butyl 8-(2-(pyridin-4-yl)-5-(((2,4,6-triisopropylphenyl) sulfonyl) oxy) pyrido[3,4-d]pyrimidin-4-yl)-2,8-diazaspiro[4.5]decane-2-carboxylate